BrC1=CC=NC2=C(C=C(C(=C12)OC)[N+](=O)[O-])OC 4-bromo-5,8-dimethoxy-6-nitroquinoline